1-[5-(3,7-dimethyl-2,6-octadienyl)-2,4-dihydroxyphenyl]-3-(4-hydroxyphenyl)-1-propanone CC(=CCC=1C(=CC(=C(C1)C(CCC1=CC=C(C=C1)O)=O)O)O)CCC=C(C)C